N1CC(C1)C(=O)N1CCN(CC1)C=1C=2N(C=C(C1)S(=O)(=O)NC1(CC1)C#N)C(=NC2)C=2SC(=NN2)C(F)(F)F 8-(4-(azetidine-3-carbonyl)piperazin-1-yl)-N-(1-cyanocyclopropyl)-3-(5-(trifluoromethyl)-1,3,4-thiadiazol-2-yl)imidazo[1,5-a]pyridine-6-sulfonamide